4-((1r,3s,5s,6r)-6-(3-(3-fluorophenyl)-1-isopropyl-1H-pyrazol-5-yl)bicyclo[3.1.0]hexane-3-yl)-1,4-oxaazepane FC=1C=C(C=CC1)C1=NN(C(=C1)C1[C@H]2CC(C[C@@H]12)N1CCOCCC1)C(C)C